3-(cyclopropyl-(hydroxy)methyl)catechol C1(CC1)C(C1=C(C(O)=CC=C1)O)O